((2-(((3S,6S,9aS)-3-(3-(2-(difluoromethyl)-4-methoxypyridin-3-yl)azetidine-1-carbonyl)-5-oxooctahydro-1H-pyrrolo[1,2-a]azepin-6-yl)carbamoyl)benzo[b]thiophen-5-yl)methyl)phosphonic acid FC(C1=NC=CC(=C1C1CN(C1)C(=O)[C@@H]1CC[C@H]2N1C([C@H](CCC2)NC(=O)C2=CC1=C(S2)C=CC(=C1)CP(O)(O)=O)=O)OC)F